3-[1-oxo-4-[2-[1-(4-piperidyl)-4-piperidyl]ethoxy]isoindolin-2-yl]piperidine-2,6-Dion O=C1N(CC2=C(C=CC=C12)OCCC1CCN(CC1)C1CCNCC1)C1C(NC(CC1)=O)=O